N[C@H](C(=O)O)CC1=CC(=C(C=C1)F)I (S)-2-amino-3-(4-fluoro-3-iodophenyl)propanoic acid